FC=1C=C(CSC=2N(C(C3=C(N2)N(N=C3)C)=O)C3=C(C=CC=C3)O)C=CC1 6-((3-fluorobenzyl)thio)-5-(2-hydroxyphenyl)-1-methyl-1H-pyrazolo[3,4-d]pyrimidin-4(5H)-one